N-(6-(cyclopentylmethoxy)benzo[d]thiazol-2-yl)-4-(((1S,2S)-2-(dimethyl-amino)cyclohexyl)-amino)-2-fluorobenzenesulfonamide formate C(=O)O.C1(CCCC1)COC1=CC2=C(N=C(S2)NS(=O)(=O)C2=C(C=C(C=C2)N[C@@H]2[C@H](CCCC2)N(C)C)F)C=C1